N-cyclopropyl-4'-(2-hydroxy-2-methylpropanoyl)-6-methyl-[1,1'-biphenyl]-3-carboxamide C1(CC1)NC(=O)C=1C=C(C(=CC1)C)C1=CC=C(C=C1)C(C(C)(C)O)=O